1-(3-Fluoro-5-methoxypyridin-4-yl)-7-methoxy-3-methyl-8-(2-methyl-1H-imidazo[4,5-b]pyridin-6-yl)-1,3-dihydroimidazo-[4,5-c]quinolin-2-one FC=1C=NC=C(C1N1C(N(C=2C=NC=3C=C(C(=CC3C21)C=2C=C1C(=NC2)N=C(N1)C)OC)C)=O)OC